C(C)(C)(C)OC(=O)N1CCN(CC1)C1=NC=2N(C=C1F)N=CC2C=2C(=NC=CC2)OC2CCCCC2.BrC=2SC(=C(N2)C)C2CCC1(OCCO1)CC2 2-bromo-4-methyl-5-(1,4-dioxaspiro[4.5]dec-8-yl)thiazole tert-butyl-4-[3-[2-(cyclohexoxy)-3-pyridyl]-6-fluoro-pyrazolo[1,5-a]pyrimidin-5-yl]piperazine-1-carboxylate